C1=CC=C2CCC=3C=C4C=CNC4=C1C32 5,9-Dihydro-4H-indeno[1,7-fg]indole